1-{3-[2-(18F)Fluoro-4-methylpyridin-3-yl]phenyl}-4-[4-(1,3-thiazol-2-ylcarbonyl)piperazin-1-yl]pyrrolidin-2-one [18F]C1=NC=CC(=C1C=1C=C(C=CC1)N1C(CC(C1)N1CCN(CC1)C(=O)C=1SC=CN1)=O)C